C(#N)C1=CC=C(CC[C@@]2(CN(CC2)C(C)(C)C2=NC=CC=C2)S(=O)(=O)NC2(COC2)C(F)(F)F)C=C1 (R)-3-(4-cyanophenethyl)-1-(2-(pyridin-2-yl)propan-2-yl)-N-(3-(trifluoromethyl)oxetan-3-yl)pyrrolidine-3-sulfonamide